N1=CC=C(C=C1)C=CC(C)=O 4-(4-pyridyl)but-3-en-2-one